2-propaneOne CC(C)=O